ClC1=C(C=C(C=C1C)O)CO 4-chloro-3-(hydroxymethyl)-5-methylphenol